ethyl 5-(2-((6,7-dichloroisoquinolin-3-yl)amino)ethyl)isoxazole-3-carboxylate ClC=1C=C2C=C(N=CC2=CC1Cl)NCCC1=CC(=NO1)C(=O)OCC